C(CCCCCCCCCCCCCCC)(=O)C([NH+](CCO)CC)C(CCCCCCCCCCCCCCC)=O dipalmitoylethylhydroxyethyl-methylammonium